N-(1-(5-(6-bromo-3-cyanopyrazolo[1,5-a]pyridin-4-yl)pyridin-2-yl)-4-methylpiperidin-4-yl)-3-chloromethylpyridinamide BrC=1C=C(C=2N(C1)N=CC2C#N)C=2C=CC(=NC2)N2CCC(CC2)(C)NC(=O)C2=NC=CC=C2CCl